C=1N=CN2C1C1=CC=CC=C1[C@@H]2C2CCC(C2O)(C)C 5-((S)-5H-imidazo[5,1-a]isoindol-5-yl)-2,2-dimethylcyclopentan-1-ol